6-(4-(2-((2R,5S)-4-(2-(4-((6-hydroxyl-2-(4-(methylsulfonyl)phenyl)naphthalene-1-yl)oxy)phenoxy)ethyl)-2,5-dimethylpiperidin-1-yl)ethyl)piperazin-1-yl)-1-oxoisoindole OC=1C=C2C=CC(=C(C2=CC1)OC1=CC=C(OCCC2C[C@H](N(C[C@H]2C)CCN2CCN(CC2)C2=CC=C3C=NC(C3=C2)=O)C)C=C1)C1=CC=C(C=C1)S(=O)(=O)C